(1S,4S)-4'-(benzyloxy)-7-(dibenzylamino)-4-methyl-2'-(methylthio)-3,4,5',8'-tetrahydro-2H-spiro[naphthalene-1,7'-pyrano[4,3-d]pyrimidine]-8-carbonitrile C(C1=CC=CC=C1)OC=1C2=C(N=C(N1)SC)C[C@@]1(OC2)CC[C@@H](C2=CC=C(C(=C21)C#N)N(CC2=CC=CC=C2)CC2=CC=CC=C2)C